N2-Acetyl-S-(2-amino-9-cyclopentyl-6-oxo-6,9-dihydro-1H-purin-8-yl)-N-(21-chloro-3,6,9,12,15-pentaoxahenicos-1-yl)-L-cysteinamide C(C)(=O)N[C@@H](CSC=1N(C=2N=C(NC(C2N1)=O)N)C1CCCC1)C(=O)NCCOCCOCCOCCOCCOCCCCCCCl